4-chloro-N1-(3,4-difluorobenzyl)-6-fluoro-N3-(3-methyl-5-(oxetan-3-yl)pyridin-2-yl)isophthalamide ClC1=C(C=C(C(=O)NCC2=CC(=C(C=C2)F)F)C(=C1)F)C(=O)NC1=NC=C(C=C1C)C1COC1